2,2-dimorpholinoethyl-imidazole tert-butyl-(1R,5S)-1-ethyl-3-trityl-3,8-diazabicyclo[3.2.1]octane-8-carboxylate C(C)(C)(C)OC(=O)N1[C@]2(CN(C[C@@H]1CC2)C(C2=CC=CC=C2)(C2=CC=CC=C2)C2=CC=CC=C2)CC.O2CCN(CC2)C(CC=2NC=CN2)N2CCOCC2